FC=1C=C(C=CC1)C=1OC2=CC(=C(C=C2C(C1O)=O)OC)OC 2-(3-fluorophenyl)-3-hydroxy-6,7-dimethoxy-4H-chromen-4-one